allyl 4-amino-3-fluorobenzoate NC1=C(C=C(C(=O)OCC=C)C=C1)F